C=C[C@@](O)(C)CCC=C(C)C (R,S)-linalool